[Na].C1CCC2=C(C=3CCCC3C=C12)NC(NS(N(C=1C=NN(C1)C1COC1)C1CCOCC1)(=O)=O)=O 3-(1,2,3,5,6,7-hexahydro-s-indacen-4-yl)-1-[(oxan-4-yl)[1-(oxetan-3-yl)-1H-pyrazol-4-yl]sulfamoyl]urea Sodium Salt